C(C)(=O)N1C[C@H](N(CC1)C1=C(N=NC(=C1)N1CC2CCC(C1)O2)CNC(=O)C2=CC=NN2)C N-((4-((R)-4-acetyl-2-methylpiperazin-1-yl)-6-(8-oxa-3-azabicyclo[3.2.1]oct-3-yl)pyridazin-3-yl)methyl)-1H-pyrazole-5-carboxamide